(S)-tert-butyl 4-((2-(4-fluoro-2-isopropoxy-5-(trifluoromethyl)phenyl)-1-oxo-1,2-dihydroisoquinolin-3-yl)methyl)-3-methylpiperazine-1-carboxylate FC1=CC(=C(C=C1C(F)(F)F)N1C(C2=CC=CC=C2C=C1CN1[C@H](CN(CC1)C(=O)OC(C)(C)C)C)=O)OC(C)C